3-(2,4-difluorophenyl)-3-hydroxy-N-(1-(3-methoxy-5-(2,2,2-trifluoroethoxy)phenyl)-cyclopropyl)butanamide FC1=C(C=CC(=C1)F)C(CC(=O)NC1(CC1)C1=CC(=CC(=C1)OCC(F)(F)F)OC)(C)O